8-Cyclopentyl-N-(3-fluoro-5-(1-(6-fluoropyridin-3-yl)-1H-pyrazol-4-yl)benzyl)-7H-purine-6-carBoxamide C1(CCCC1)C1=NC2=NC=NC(=C2N1)C(=O)NCC1=CC(=CC(=C1)C=1C=NN(C1)C=1C=NC(=CC1)F)F